F[P-](F)(F)(F)(F)F.N1(N=NC2=C1N=CC=C2)OC(=[N+](C)C)N(C)C 2-(7-azabenzotriazol-1-yl)-N,N,N',N'-tetramethyluronium hexa-fluorophosphate